CC1=CC=C(C=C1)C=1N=NN=NC1C(F)(F)F 5-(4-methylphenyl)-6-trifluoromethyl-1,2,4-triazazine